BrC1=CC(=C(C=C1F)C(C(C)(F)F)=O)NCC1=CC=C(C=C1)OC 1-(4-bromo-5-fluoro-2-{[(4-methoxyphenyl)methyl]amino}phenyl)-2,2-difluoropropan-1-one